tert-butyl 6-[(4-hydroxypiperidin-4-yl)methoxy]hexanoate OC1(CCNCC1)COCCCCCC(=O)OC(C)(C)C